N1CC(NCC2=C1C=CC=C2)=O 1,2,4,5-tetrahydro-3H-benzo[e][1,4]diazepin-3-one